ClC=1C=2N(C=C(C1)C=1N=C3N(C(C1)=O)C=C(C=C3)N3C[C@H](NCC3)C)C=C(N2)C 2-(8-chloro-2-methylimidazo[1,2-a]pyridin-6-yl)-7-[(3R)-3-methylpiperazin-1-yl]-4H-pyrido[1,2-a]pyrimidin-4-one